C1(CC(CCC1)N)N 1,3-cyclohexane-diamine